FC1=CC(=C2CCCC2=C1)C=1CCCC2=C(C1C1=CC=C(C=C1)C=C1CN(C1)CCCF)C=CC(=C2)C(=O)O 8-(6-fluoro-2,3-dihydro-1H-inden-4-yl)-9-(4-((1-(3-fluoropropyl)azetidin-3-ylidene)methyl)phenyl)-6,7-dihydro-5H-benzo[7]annulene-3-carboxylic acid